CO[C@H]1CN(C[C@@H]1NC(=O)NCCCCCCCCCCC)C(=O)OC(C)(C)C tert-butyl (3S,4S)-3-methoxy-4-(3-undecylureido)pyrrolidine-1-carboxylate